NC1=NC=2C=CC(=CC2C2=C1[C@H](OC2)C)C(=O)N2[C@H]1[C@@H]([C@@H](C2)C2=CC=CC=C2)CCC1 ((3R)-4-amino-3-methyl-1,3-dihydrofuro[3,4-c]quinolin-8-yl)((3R,3aR,6aR)-3-phenylhexahydrocyclopenta[b]pyrrol-1(2H)-yl)methanone